C(C1=CC=CC=C1)N(C([C@H](CC(=O)OCC1=CC=CC=C1)NC(=O)OC(C)(C)C)=O)CC(=O)OCC Benzyl (3S)-4-[benzyl-(2-ethoxy-2-oxo-ethyl)amino]-3-(tert-butoxycarbonylamino)-4-oxo-butanoate